ethyl 2-[3-[[5-[(3-hydroxy-2,6-dimethyl-phenyl)carbamoyl]thiazol-2-yl]amino]pyrazol-1-yl]acetate OC=1C(=C(C(=CC1)C)NC(=O)C1=CN=C(S1)NC1=NN(C=C1)CC(=O)OCC)C